1,10-bis(1-hydroxy-2,2,6,6-tetramethyl-4-piperidinyl) decanedioate C(CCCCCCCCC(=O)OC1CC(N(C(C1)(C)C)O)(C)C)(=O)OC1CC(N(C(C1)(C)C)O)(C)C